SCCC(=O)O.SCCC(=O)O.SCCC(=O)O.OCC(CO)(CO)C 2-hydroxymethyl-2-methyl-1,3-propanediol tris(3-mercaptopropionate)